FC1CC(C1)CNCC=1C=CC=2N(C1)C=C(N2)CN2C(C1=CN=CC(=C1C=C2)N2CC1(C2)CCOCC1)=O 2-{[6-(([(3-fluorocyclobutyl)methyl]amino)methyl)imidazo[1,2-a]pyridin-2-yl]methyl}-5-(7-oxa-2-azaspiro[3.5]nonan-2-yl)-1,2-dihydro-2,7-naphthyridin-1-one